N-(4-(5-(difluoromethyl)-1,3,4-oxadiazol-2-yl)-2-fluorobenzyl)-1-(2-hydroxy-2-methylpropyl)-N-phenylpiperidine-4-sulfonamide FC(C1=NN=C(O1)C1=CC(=C(CN(S(=O)(=O)C2CCN(CC2)CC(C)(C)O)C2=CC=CC=C2)C=C1)F)F